6-amino-4-(4-methoxypiperidin-1-yl)nicotinonitrile NC1=NC=C(C#N)C(=C1)N1CCC(CC1)OC